N-(3-allyloxy-2-hydroxypropyl)trimethylammonium chloride [Cl-].C(C=C)OCC(C[N+](C)(C)C)O